C(C=C)(=O)OCCC[Si](OC)(OC)OC 3-Acryloxy-propyl-trimethoxysilan